C[Si](O[Si](O[Si](C)(C)C)(C)C)(C)C Octamethyltrisiloxan